CCCCC/C=C\CC(/C=C\C=C/C/C=C/CCCC(=O)O)O 12-Hydroxyeicosatetraenoic acid